6-(5-((1r,3r,5s)-3-((5-cyclopropyl-3-(2,6-dichlorophenyl)isoxazol-4-yl)methoxy)-8-azabicyclo[3.2.1]octan-8-yl)-1,3,4-oxadiazol-2-yl)nicotinic acid C1(CC1)C1=C(C(=NO1)C1=C(C=CC=C1Cl)Cl)COC1C[C@H]2CC[C@@H](C1)N2C2=NN=C(O2)C2=NC=C(C(=O)O)C=C2